2-ethyl-1-(2-fluoro-3-methoxybenzyl)-4-((3-fluoro-6-(thiazol-2-ylamino)pyridine-2-yl)methyl)piperidine-4-carboxylic acid C(C)C1N(CCC(C1)(C(=O)O)CC1=NC(=CC=C1F)NC=1SC=CN1)CC1=C(C(=CC=C1)OC)F